N-(3-cyano-4-methyl-1H-indol-7-yl)-5-fluoro-1-methyl-pyrazole-4-sulfonamide C(#N)C1=CNC2=C(C=CC(=C12)C)NS(=O)(=O)C=1C=NN(C1F)C